2-(3,4-dichlorophenyl)-1-ethyl-6-methyl-5-(3-methylimidazol-4-yl)-4-oxo-pyridine-3-carboxylate ClC=1C=C(C=CC1Cl)C=1N(C(=C(C(C1C(=O)[O-])=O)C=1N(C=NC1)C)C)CC